N-(2-oxo-2-(4-(3-phenyl-1,2,4-oxadiazol-5-yl)piperidin-1-yl)ethyl)benzamide O=C(CNC(C1=CC=CC=C1)=O)N1CCC(CC1)C1=NC(=NO1)C1=CC=CC=C1